7-((1-cyclopropyl-3-(difluoromethyl)-1H-pyrazol-5-yl)sulfonyl)-7-azaspiro[3.5]nonan-2-one C1(CC1)N1N=C(C=C1S(=O)(=O)N1CCC2(CC(C2)=O)CC1)C(F)F